ClC1=CC=C(C=C1)N1NCCC1 1-(4-chlorophenyl)-pyrazolidine